C1(CCC(N1OC(=O)OCCS(=O)(=O)CCOC(=O)ON1C(CCC1=O)=O)=O)=O bis(2-(succinimidooxycarbonyloxy)-ethyl)sulfone